C(C)OS(=O)(=O)[O-].C(CCCCCCCCCCCCCCC)[N+](C)(C)CC hexadecyl-ethyl-dimethyl-ammonium ethylsulfate